NC1=C(C=C(C=C1)C(=O)C1=CN=C2N1C=CC=C2)F (4-Amino-3-fluorophenyl)(imidazo[1,2-a]pyridin-3-yl)methanone